tert-butyl 4-[[3-fluoro-5-hydroxy-4-(1,1,4-trioxo-1,2,5-thiadiazolidin-2-yl)phenyl]carbamoyl-amino]piperidine-1-carboxylate FC=1C=C(C=C(C1N1S(NC(C1)=O)(=O)=O)O)NC(=O)NC1CCN(CC1)C(=O)OC(C)(C)C